butyl 2,5-dioxo-2,5-dihydro-1H-pyrrole-1-carboxylate O=C1N(C(C=C1)=O)C(=O)OCCCC